phenyl {3,5-difluoro-4-[(3-{[(1-methyl-1H-imidazol-5-yl)methyl]carbamoyl}-1-{[2-(trimethylsilyl)ethoxy]methyl}-1H-pyrrolo[2,3-b]pyridin-4-yl)oxy]phenyl}carbamate FC=1C=C(C=C(C1OC1=C2C(=NC=C1)N(C=C2C(NCC2=CN=CN2C)=O)COCC[Si](C)(C)C)F)NC(OC2=CC=CC=C2)=O